C(C)(C)(C)OC(=O)N1CCC12CC(C2)OC2=CC(=C1C(=N2)C(=CS1)C(NC)=O)C(F)(F)F 6-((3-(methylcarbamoyl)-7-(trifluoromethyl)thieno[3,2-b]pyridin-5-yl)oxy)-1-azaspiro[3.3]heptane-1-carboxylic acid tert-butyl ester